OC(COC(C(C)C)S(=O)(=O)N)C 2-hydroxypropoxy-2-methylpropanesulfonamide